trifluorobutyric acid CC(C(C(=O)O)(F)F)F